2-(tert-butyl) 1-methyl 4-(((tert-butyldiphenylsilyl)oxy)methyl)-2-azabicyclo[2.1.1]hexane-1,2-dicarboxylate [Si](C1=CC=CC=C1)(C1=CC=CC=C1)(C(C)(C)C)OCC12CN(C(C1)(C2)C(=O)OC)C(=O)OC(C)(C)C